[N+](=O)([O-])C1=CC=C(C=C1)C=NNC(=O)N 2-[(4-nitrophenyl)methylidene]hydrazine-1-carboxamide